O=C1NC(CCC1N1C(C2=CC=C(C=C2C1)CCCOCCOCCOCCNC(OC(C)(C)C)=O)=O)=O tert-Butyl (2-(2-(2-(3-(2-(2,6-dioxopiperidin-3-yl)-1-oxoisoindolin-5-yl)propoxy)ethoxy)ethoxy)ethyl)carbamate